O=C1NC(CCC1N1C(C2=CC=CC(=C2C1)C#CCCCCCN1CCN(CC1)C1=CC=C(C(=O)N2CCC(CC2)CCCCNC(\C=C\C=2C=C3C(=NC2)NN=C3)=O)C=C1)=O)=O (E)-N-(4-(1-(4-(4-(7-(2-(2,6-dioxopiperidin-3-yl)-1-oxoisoindolin-4-yl)hept-6-yn-1-yl)piperazin-1-yl)benzoyl)piperidin-4-yl)butyl)-3-(1H-pyrazolo[3,4-b]pyridin-5-yl)acrylamide